trifluoromethoxy ethyl-sulfonate C(C)S(=O)(=O)OOC(F)(F)F